FC1=C(OCCCC(C(=O)N2CCN(CC2)S(=O)(=O)C2=CC=C(C=C2)S(=O)(=O)C)(C)C)C(=CC=C1)F 5-(2,6-Difluorophenoxy)-2,2-dimethyl-1-(4-((4-(methylsulfonyl)phenyl)sulfonyl)piperazin-1-yl)pentan-1-one